NC1=C2C(=NC(=N1)Cl)N(N=C2)CC=2C=CC(=C(CCN1C(C(=CC(=C1)CO)C)=O)C2)Br 1-(5-((4-amino-6-chloro-1H-pyrazolo[3,4-d]pyrimidin-1-yl)methyl)-2-bromophenethyl)-5-(hydroxymethyl)-3-methylpyridin-2(1H)-one